5-(6-Bromo-2,3-difluorophenyl)-4-methyl-4H-1,2,4-triazole-3-thiol BrC1=CC=C(C(=C1C=1N(C(=NN1)S)C)F)F